(E)-2-((4-(phenylethynyl)benzylidene)amino)ethanethiol C1(=CC=CC=C1)C#CC1=CC=C(\C=N\CCS)C=C1